(3S,4S,5S)-3,4-dihydroxy-5-(8-methyl-3,4-dihydro-2H-benzo[b][1,4]oxazine-4-carbonyl)-1-(6-methyl-4-(trifluoromethyl)pyridin-2-yl)pyrrolidin-2-one O[C@@H]1C(N([C@@H]([C@@H]1O)C(=O)N1C2=C(OCC1)C(=CC=C2)C)C2=NC(=CC(=C2)C(F)(F)F)C)=O